5-((2-(3-oxa-8-azabicyclo[3.2.1]octan-8-yl)pyrimidin-5-yl)oxy)thiazol-2-amine C12COCC(CC1)N2C2=NC=C(C=N2)OC2=CN=C(S2)N